dimethyl-sulfate COS(=O)(=O)OC